C(C)(C)(C)OC(=O)N1[C@@H]2[C@@H]([C@@H](C[C@H]1CC2)N(C)C=2N=NC(=CC2)Cl)F |r| (±)-(1S,2R,3R,5R)-3-((6-chloropyridazin-3-yl)(methyl)amino)-2-fluoro-8-azabicyclo[3.2.1]Octane-8-carboxylic acid tert-butyl ester